(R)-1-(2-(2-(azetidin-1-yl)ethyl)-7-methoxy-4-((1-(2-methyl-3-(trifluoromethyl)phenyl)ethyl)amino)pyrido[2,3-d]pyrimidin-6-yl)cyclopropane-1-carbonitrile N1(CCC1)CCC=1N=C(C2=C(N1)N=C(C(=C2)C2(CC2)C#N)OC)N[C@H](C)C2=C(C(=CC=C2)C(F)(F)F)C